CC(=CCC=1C(=C(C(=CC1O)CCCCC)S(=O)(=O)NC)O)CCC=C(C)C 3-(3,7-dimethylocta-2,6-dien-1-yl)-2,4-dihydroxy-N-methyl-6-pentylbenzenesulfonamide